CC=1C(=C2C=CC(=NC2=CC1)C(=O)O)N1N=CC=C1 6-methyl-5-(1H-pyrazol-1-yl)quinoline-2-carboxylic acid